3-methoxy-6-nitroquinolin-2-amine COC=1C(=NC2=CC=C(C=C2C1)[N+](=O)[O-])N